((S)-1-(2-((S)-2-cyanopyrrolidin-1-yl)-2-oxoethyl)pyrrolidin-3-yl)benzofuran-7-carboxamide C(#N)[C@H]1N(CCC1)C(CN1C[C@H](CC1)C=1OC2=C(C1)C=CC=C2C(=O)N)=O